difluorobromopropene eicosatrien-1-yl-eicosatrienoate C(=CC=CC=CCCCCCCCCCCCCCC)OC(C=CC=CC=CCCCCCCCCCCCCC)=O.FC(=C(Br)F)C